C1(=CC=CC2=CC3=CC=CC=C3C=C12)S(=O)(=O)[O-] anthracenesulfonic acid anion